C12CCCC(CC1)N2C2=C(N)C=CC=C2Cl 2-(8-azabicyclo[3.2.1]octan-8-yl)-3-chloro-aniline